C(C)(C)(C)OC1=C(C(=NC=C1)NC1=CC=C(C=C1)C(F)(F)F)C1=NOC(N1)=O 3-[4-tert-butoxy-2-[4-(trifluoromethyl)anilino]-3-pyridyl]-4H-1,2,4-oxadiazol-5-one